C(CCCCCCCCCCC)C1CCCC=2C(=CC=CC12)N 1-dodecyl-tetralin-5-amine